(R)-N1,N1-dimethyl-1-(thiophen-3-yl)ethane-1,2-diamine CN([C@@H](CN)C1=CSC=C1)C